4-phenyl-1,3-dioxolane-2-one C1(=CC=CC=C1)C1OC(OC1)=O